P(=O)(O)(O)O.C([C@H](O)[C@H](O)[C@H](O)CO)O D-ribitol phosphate